O1N=CCCC1 5,6-Dihydro-4H-1,2-oxazin